5-(2-((4-((R)-2-(4-chloro-2-fluorophenyl)-2H-chromen-8-yl)piperidin-1-yl)methyl)-3-(((S)-oxetan-2-yl)methyl)-3H-imidazo[4,5-c]pyridin-6-yl)-4H-1,2,4-triazole-3-Formamide ClC1=CC(=C(C=C1)[C@@H]1OC2=C(C=CC=C2C=C1)C1CCN(CC1)CC1=NC2=C(C=NC(=C2)C=2NC(=NN2)C(=O)N)N1C[C@H]1OCC1)F